NC1=NC(=CC(=N1)C(=O)N1CCN(CC1)C1=CC=CC=C1)NC1=C(C=CC=C1)O (2-Amino-6-((2-hydroxyphenyl)amino)pyrimidin-4-yl)(4-phenylpiperazin-1-yl)methanone